FC1=C(C=C(C=C1)F)[C@@H]1NCCC1 (R)-2-(2,5-difluorophenyl)-pyrrolidine